6-(4-isopropoxyphenyl)pyrazine C(C)(C)OC1=CC=C(C=C1)C1=CN=CC=N1